N-(2-(4,4-difluorocyclohexyl)-4-(1H-pyrazol-3-yl)pyridin-3-yl)-2-isopropylpyrimidine-5-carboxamide FC1(CCC(CC1)C1=NC=CC(=C1NC(=O)C=1C=NC(=NC1)C(C)C)C1=NNC=C1)F